methyl-selenoic acid CO[Se](O)(=O)=O